S1C(=NC2=NC=CC=C21)N [1,3]thiazolo[4,5-b]pyridin-2-amine